4-((1R,3r,5S,6r)-6-(3-(3-(difluoromethoxy)phenyl)-1-isopropyl-1H-1,2,4-triazol-5-yl)bicyclo[3.1.0]hexan-3-yl)-1,4-oxaazepane FC(OC=1C=C(C=CC1)C1=NN(C(=N1)C1[C@H]2CC(C[C@@H]12)N1CCOCCC1)C(C)C)F